1-ethoxy-1-(t-butylperoxy)cyclohexane C(C)OC1(CCCCC1)OOC(C)(C)C